(R)-5-(((4-(3-chloro-4-(2-chloro-3-((3-fluoro-4-(((1-isobutyrylpiperidin-4-yl)amino)methyl)pyridin-2-yl)amino)phenyl)pyridin-2-yl)-2-methoxybenzyl)amino)methyl)pyrrolidin-2-one ClC=1C(=NC=CC1C1=C(C(=CC=C1)NC1=NC=CC(=C1F)CNC1CCN(CC1)C(C(C)C)=O)Cl)C1=CC(=C(CNC[C@H]2CCC(N2)=O)C=C1)OC